C(C)(C)(C)C1=C(C=CC(=C1)C(C)(C)C)OP([O-])C1(CC=C(C=C1)C1=CC=CC=C1)P([O-])[O-] (2,4-di-tert-butylphenyl)-4,4-biphenyldiphosphonite